4,4'-dihydroxybiphenyl disodium salt [Na].[Na].OC1=CC=C(C=C1)C1=CC=C(C=C1)O